4-(5-methyl-3-(trifluoromethyl)-1H-pyrazol-4-yl)-1-(1-((2-(trimethylsilyl)ethoxy)methyl)-1H-pyrazol-3-yl)-1H-pyrazole CC1=C(C(=NN1)C(F)(F)F)C=1C=NN(C1)C1=NN(C=C1)COCC[Si](C)(C)C